tert-butyl ((6-cyclopropylimidazo[1,2-a]pyridin-2-yl)methyl)(methyl)carbamate C1(CC1)C=1C=CC=2N(C1)C=C(N2)CN(C(OC(C)(C)C)=O)C